diethyl 2-(((2r,3r,4s,5r)-5-(6-amino-2-chloro-9H-purin-9-yl)-4-fluoro-3-hydroxytetrahydrofuran-2-yl) methoxy)-2-benzylmalonate NC1=C2N=CN(C2=NC(=N1)Cl)[C@H]1[C@H]([C@@H]([C@H](O1)COC(C(=O)OCC)(C(=O)OCC)CC1=CC=CC=C1)O)F